ClC=1C=C(CC2=CN=C(S2)NC(=O)C2=NN(C(CC2)=O)C)C=C(C1)F N-(5-(3-chloro-5-fluorobenzyl)thiazol-2-yl)-1-methyl-6-oxo-1,4,5,6-tetrahydropyridazine-3-carboxamide